C1CCC12NCCC(C2)NC2=NC=1C(=NC(=CN1)SC=1C(=NC=CC1)C(F)(F)F)N2 N-(5-azaspiro[3.5]nonan-8-yl)-6-((2-(trifluoromethyl)pyridin-3-yl)thio)-1H-imidazo[4,5-b]pyrazin-2-amine